BrC1=CC2=C(N=C(O2)N[C@H]2CN(CC2)C(=O)OC(C)(C)C)C=C1 tert-butyl (R)-3-((6-bromobenzo[d]oxazol-2-yl)amino)pyrrolidine-1-carboxylate